ClC1=C(C(=O)N2COC3=C(C2)C=CC=C3C3=CC(=C(C(=O)OC)C=C3F)N3C2COCC3CC2)C(=CC(=C1)C=1N=NC(=CC1)OC)Cl Methyl 4-[3-[2,6-dichloro-4-(6-methoxypyridazin-3-yl)benzoyl]-2,4-dihydro-1,3-benzoxazin-8-yl]-5-fluoro-2-(3-oxa-8-azabicyclo[3.2.1]octan-8-yl)benzoate